IC1=C(C(=C(C(=C1C)C(=O)[O-])C)C(=O)[O-])C iodomesitylenedicarboxylate